[Si](C)(C)(C(C)(C)C)O[C@H]([C@H](C)S(=O)(=O)N)CC=C (2S,3S)-3-((TERT-BUTYLDIMETHYLSILYL)OXY)HEX-5-ENE-2-SULFONAMIDE